tert-butyl (2-(((1-(4-methoxybenzyl)-2,3-dioxo-4-(piperidin-4-yl)indolin-5-yl)methyl)(methyl)amino)ethyl)(methyl)carbamate COC1=CC=C(CN2C(C(C3=C(C(=CC=C23)CN(CCN(C(OC(C)(C)C)=O)C)C)C2CCNCC2)=O)=O)C=C1